COC=1C=C(C=CC1OC1CC(C1)N(C)C)NC1=NC=CC(=N1)NC=1C=NC2=CC(=CC=C2C1)OC(F)(F)F 2-{3-methoxy-4-[(1r,3r)-3-(dimethylamino)cyclobutoxy]phenylamino}-4-(7-trifluoromethoxy-3-quinolylamino)pyrimidine